S1N=CC2=C1C=CC(=C2)NC(=O)C2CC21CN(C1)C(=O)NCC1CC(C1)(F)F N1-(1,2-benzothiazol-5-yl)-N5-[(3,3-difluorocyclobutyl)methyl]-5-azaspiro[2.3]hexane-1,5-dicarboxamide